N,N-diethylaminobenzene methyl-borate COB(O)O.C(C)N(CC)C1=CC=CC=C1